C1=CC(=CC2=NC3=CC(=CC=C3C=C12)N)N acridine-3,6-diamine